3-dimethylamino-1-(2-hydroxy-4,6-dimethylphenyl)prop-2-en-1-one CN(C=CC(=O)C1=C(C=C(C=C1C)C)O)C